ClC1=CC=C(C=C1)S(=O)(=O)C1(CC(C1)NS(=O)(=O)C(F)(F)F)C1=C(C=CC(=C1)Cl)Cl N-[cis-3-[(4-chlorophenyl)sulfonyl]-3-(2,5-dichlorophenyl)cyclobutyl]-1,1,1-trifluoromethanesulfonamide